7-bromo-5-(2-chloropropanoyl)indolin-2-one BrC=1C=C(C=C2CC(NC12)=O)C(C(C)Cl)=O